C(C)(C)(C)C1=NC(=NO1)C(=O)NCC1=C(C=C(C=C1)C1=CC(=NC=C1)NC(=O)C1CC1)C1CCC1 5-(tert-butyl)-N-(2-cyclobutyl-4-(2-(cyclopropanecarboxamido)pyridin-4-yl)benzyl)-1,2,4-oxadiazole-3-carboxamide